1-Ethyl 1-(4-(N-(6-(8-(benzo[d]thiazol-2-ylcarbamoyl)-3,4-dihydroisoquinolin-2(1H)-yl)-3-(1-(2-ethylbutyl)-5-methyl-1H-pyrazol-4-yl)picolinoyl)sulfamoyl)phenyl)piperidine-4-carboxylate S1C(=NC2=C1C=CC=C2)NC(=O)C=2C=CC=C1CCN(CC21)C2=CC=C(C(=N2)C(=O)NS(=O)(=O)C2=CC=C(C=C2)N2CCC(CC2)C(=O)OCC)C=2C=NN(C2C)CC(CC)CC